3-(isoquinolin-4-yl)-2-oxo-1-(1-(2,2,2-trifluoroethyl)azetidin-3-yl)imidazolidine-4-carbonitrile C1=NC=C(C2=CC=CC=C12)N1C(N(CC1C#N)C1CN(C1)CC(F)(F)F)=O